Cl.CNC1CC2=C(OC1)SC=C2C#N 3-(methylamino)-3,4-dihydro-2H-thieno[2,3-b]pyran-5-carbonitrile hydrochloride